butyrylcholine butyl-triphenylborate C(CCC)[B-](C1=CC=CC=C1)(C1=CC=CC=C1)C1=CC=CC=C1.C(CCC)(=O)OCC[N+](C)(C)C